5-{2-amino-[1,2,4]triazolo[1,5-a]pyridin-7-yl}-2-chloro-N-{[2-(oxolan-3-yloxy)phenyl]methyl}pyridine-3-carboxamide NC1=NN2C(C=C(C=C2)C=2C=C(C(=NC2)Cl)C(=O)NCC2=C(C=CC=C2)OC2COCC2)=N1